FC1=C(C=CC(=C1)F)N1N=C(C=2C[C@@H]3[C@H](C12)C3)C(=O)N3CC(CCC3)O [(1aR,5aR)-2-(2,4-Difluoro-phenyl)-1a,2,5,5a-tetrahydro-1H-2,3-diaza-cyclopropa[a]pentalen-4-yl]-(3-hydroxy-piperidin-1-yl)-methanone